2,3-dihydrobenzene C=1CCC=CC1